P(=O)#C[C@H]([C@H](N)C(=O)O)O phosphoryl-threonine